(S)-7-cyano-4-((1-cyclopropylethyl)amino)-N-(3-hydroxy-3-methylbutyl)-5H-pyrido[3,2-b]indole-3-carboxamide C(#N)C=1C=CC=2C3=C(NC2C1)C(=C(C=N3)C(=O)NCCC(C)(C)O)N[C@@H](C)C3CC3